4-((4,4-difluoropiperidin-1-yl)methyl)-N-(1-(2,6-dioxopiperidin-3-yl)-2-oxo-1,2-dihydrobenzo[cd]indol-6-yl)benzamide FC1(CCN(CC1)CC1=CC=C(C(=O)NC=2C=3C4=C(C(N(C4=CC2)C2C(NC(CC2)=O)=O)=O)C=CC3)C=C1)F